C(C)S(=O)(=O)N1[C@H]2CC(C[C@@H]1CCC2)N(C2=NC(=CC(=N2)NC2=NNC(=C2)C)C2OCCC2)C N2-((1R,3s,5S)-9-(ethylsulfonyl)-9-azabicyclo[3.3.1]nonan-3-yl)-N2-methyl-N4-(5-methyl-1H-pyrazol-3-yl)-6-(tetrahydrofuran-2-yl)pyrimidine-2,4-diamine